cis-N1-(5-(1,8-naphthyridin-3-yl)pyrrolo[2,1-f][1,2,4]triazin-2-yl)cyclobutane-1,3-diamine N1=CC(=CC2=CC=CN=C12)C=1C=CN2N=C(N=CC21)N[C@@H]2C[C@@H](C2)N